C(C=C)C1=CC=C(C(=C1)C1=CC(=C(C=C1)O)C=CC)O 5-Allyl-3'-(1-propenyl)biphenyl-2,4'-diol